BrCCCOC1=CC=C(C=C1)C(\C=C\C1=CC=C(C=C1)F)=O (E)-1-(4-(3-bromopropyloxy)phenyl)-3-(4-fluorophenyl)prop-2-en-1-one